ClC1=CC(=C(CNC(N(C2CC2)C2CN(CCC2)C(=O)NC=2C=NN(C2)C)=O)C=C1C)F 3-(3-(4-chloro-2-fluoro-5-methylbenzyl)-1-cyclopropylureido)-N-(1-methyl-1H-pyrazol-4-yl)piperidine-1-carboxamide